potassium dibutoxide [O-]CCCC.[O-]CCCC.[K+].[K+]